C1(=CC=CC=C1)P(C1=C(C2=CC=CC=C2C=C1)C1=C(C=CC2=CC=CC=C12)P(C1=CC=CC=C1)C1=CC=CC=C1)C1=CC=CC=C1 2,2'-bis(diphenyl-phosphino)-1,1-binaphthyl